3,5-diacetyl-2,6-dimethyl-1,4-dihydropyridine C(C)(=O)C1=C(NC(=C(C1)C(C)=O)C)C